4-((R or S)-4-((1R,5S)-3,8-diazabicyclo[3.2.1]octan-3-yl)-6-chloro-2-(3-(dimethyl-amino)azetidin-1-yl)-8-fluoro-quinazolin-7-yl)-5-chloro-naphthalen-2-ol [C@H]12CN(C[C@H](CC1)N2)C2=NC(=NC1=C(C(=C(C=C21)Cl)C2=CC(=CC1=CC=CC(=C21)Cl)O)F)N2CC(C2)N(C)C